C1(CC1)C(C(C(=O)NC1=CC=C(C=C1)C=1C(=NNC1C)C)C=1NC(=C(N1)F)C1=CC=CC=C1)C1CC1 3,3-dicyclopropyl-N-[4-(3,5-dimethyl-1H-pyrazol-4-yl)phenyl]-2-(4-fluoro-5-phenyl-1H-imidazol-2-yl)propanamide